C(C)(C)(C)OC(CN1CCN(CC1)C(=O)N1C(=N[C@@]([C@@]1(C)C1=CC=C(C=C1)Cl)(C)C1=CC=C(C=C1)Cl)C1=C(C=C(C=C1)C(C)(C)C)OCC)=O Tert-butyl-2-(4-((4S,5R)-2-(4-(tert-butyl)-2-ethoxyphenyl)-4,5-bis(4-chlorophenyl)-4,5-dimethyl-4,5-dihydro-1H-imidazole-1-carbonyl)piperazin-1-yl)acetate